1,2-hexanediol diacrylate C(C=C)(=O)OCC(CCCC)OC(C=C)=O